FC=1C=CC2=C(C(C(C=3C(N(N(C23)C2=CC=CC=C2)C)=O)=O)=O)C1 7-fluoro-2-methyl-1-phenyl-1H-benzo[g]indazol-3,4,5(2H)-trione